N[C@@H]1CC2=CC=CC=C2C12CCN(CC2)C2=NC(=C(C(=N2)C(=O)N)C2=C(C(=CC=C2)Cl)Cl)C 2-((R)-2-amino-2,3-dihydrospiro[inden-1,4'-piperidin]-1'-yl)-5-(2,3-dichlorophenyl)-6-methylpyrimidine-4-carboxamide